C1(CC1)C1=NN(C2=C1C=NC(=C2)NC(C)=O)C(C2=CC=CC=C2)(C2=CC=CC=C2)C2=CC=CC=C2 N-(3-cyclopropyl-1-trityl-1H-pyrazolo[4,3-C]pyridin-6-yl)acetamide